OC12CC3(CC(CC(C1)(C3)C)(C2)C)NC(OC(C)(C)C)=O tert-butyl (3-hydroxy-5,7-dimethyladamantan-1-yl)carbamate